3-((2,3-difluorobenzylidene)amino)benzamide FC1=C(C=NC=2C=C(C(=O)N)C=CC2)C=CC=C1F